C(C(=C)C)(=O)O.C(C(=C)C)(=O)O.OC1=CC=C(C=C1)C(C)(C)C1=CC=C(C=C1)O 2,2-bis(p-hydroxyphenyl)propane dimethacrylate